Cl.CC(C(=O)OCC(C)(C1=CC(=CC=C1)Cl)N)(C)C 2-amino-2-(3-chlorophenyl)propyl 2,2-dimethylpropanoate hydrochloride